C=1N=CN2C1C1=CC=CC=C1[C@H]2[C@@H]2[C@@H](C=1N(CC2)N=NC1)O (4S,5R)-5-((R)-5H-imidazo[5,1-a]isoindol-5-yl)-4,5,6,7-tetrahydro-[1,2,3]triazolo[1,5-a]pyridin-4-ol